C1=C(C=CC2=CC=CC=C12)C=1C2=CC=CC=C2C(=C2C=CC(=CC12)C1=CC=C(C=C1)C1=NC2=C(N1C1=CC=CC=C1)C=CC=C2)C2=CC1=CC=CC=C1C=C2 2-[4-(9,10-Di-naphthalen-2-yl-anthracen-2-yl)phenyl]-1-phenyl-1H-benzimidazole